P(OC1=CC=CC=C1)(OCCCCCCCCCCCCC)OCCCCCCCCCCCCC monophenyl di(tridecyl) phosphite